(2S,4S)-4-((7-bromo-2,6-dichloro-8-fluoro-3-(hydroxymethyl)quinolin-4-yl)amino)-2-(2-((tert-butyldimethylsilyl)oxy)ethyl)piperidine-1-carboxylic acid tert-butyl ester C(C)(C)(C)OC(=O)N1[C@@H](C[C@H](CC1)NC1=C(C(=NC2=C(C(=C(C=C12)Cl)Br)F)Cl)CO)CCO[Si](C)(C)C(C)(C)C